benzylthiopurine C(C1=CC=CC=C1)SC1=NC=C2NC=NC2=N1